N1N=CC(=C1)C1CC(CN(C1)C1=NC(=NC=C1)C1=CN=C2N1C=C(N=C2)C(F)(F)F)CO (5-(1H-Pyrazol-4-yl)-1-(2-(6-(trifluoromethyl)imidazo[1,2-a]pyrazin-3-yl)pyrimidin-4-yl)piperidin-3-yl)methanol